C(C)N(CC)CC triethyl-amin